N-[(2R)-1-Hydroxypropan-2-yl]-6-(1-methyl-1H-pyrazol-3-yl)-5-[4-(trifluoromethyl)phenoxy]pyrazine-2-carboxamide OC[C@@H](C)NC(=O)C1=NC(=C(N=C1)OC1=CC=C(C=C1)C(F)(F)F)C1=NN(C=C1)C